F[C@H]1C[C@@H](NC1)C(=O)NC=1C=CC=C2C(=CNC12)C1=NC(=NC=C1C)NC=1C(=NN(C1)C)OC (2R,4S)-4-fluoro-N-(3-(2-((3-methoxy-1-methyl-1H-pyrazol-4-yl)amino)-5-methyl-pyrimidin-4-yl)-1H-indol-7-yl)pyrrolidine-2-carboxamide